cyclobutane-1,3-dicarbonitrile C1(CC(C1)C#N)C#N